6-((1-(methylsulfonyl(pyrrolidin-3-yl)ethynyl)-5-morpholinopyridin-3-yl)phenyl)-2-(trifluoromethyl)isonicotinamide CS(=O)(=O)N1CC(CC1)C#CN1CC(=CC(=C1)N1CCOCC1)C1=C(C=CC=C1)C=1N=C(C=C(C(=O)N)C1)C(F)(F)F